C(C)(C)(C)OC(=O)N1C[C@@H](N([C@@H](C1)C)C[B-](F)(F)F)C.[K+] potassium (((2S,6R)-4-(tert-butoxycarbonyl)-2,6-dimethylpiperazin-1-yl)methyl)trifluoroborate